ClC=1C=C(COC2=C(N=NN2)C(=O)O)C=CC1Cl 5-((3,4-dichlorobenzyl)oxy)-1H-1,2,3-triazole-4-carboxylic acid